ethyl-(Z)-4-decenoic acid C(C)C(C(=O)O)C\C=C/CCCCC